P(O)(=O)(OP(=O)(O)O)OC[C@@H]1[C@H]([C@H]([C@@H](O1)N1C=NC=2C(=O)NC(N)=NC12)O)O Guanosine-5'-diphosphate